BrC1=NN(C(=C1NS(=O)(=O)C1=CC=C(C=C1)C#N)C(=O)O)C 3-bromo-4-((4-cyanophenyl)sulfonamido)-1-methyl-1H-pyrazole-5-carboxylic acid